FC=1C(=NC=C(C1)F)C(C)NC1=NC=NC2=C1N=C(C=C2)C2=CC=C(C=C2)F N-[1-(3,5-difluoro-2-pyridyl)ethyl]-6-(4-fluorophenyl)pyrido[2,3]pyrimidin-4-amine